1,1,1-trifluoro-2,2-bis(4-aminophenyl)ethane FC(C(C1=CC=C(C=C1)N)C1=CC=C(C=C1)N)(F)F